C(#N)C1(CCC1)NC(=O)C1=C(C=C2C(CN3C(C2=C1)=C(C=C3C(=O)N3[C@@](CCC3)(C)[C@@H](C)O)C=3SC=CC3)C)OC N-(1-cyanocyclobutyl)-3-((R)-2-((R)-1-hydroxyethyl)-2-methylpyrrolidine-1-carbonyl)-8-methoxy-6-methyl-1-(thiophen-2-yl)-5,6-dihydropyrrolo[2,1-a]isoquinoline-9-carboxamide